5-fluoro-8-(4-fluorophenyl)-9-(2,4-thiazolidinedione-3-yl)-8,9-dihydro-2H-pyrido[4,3,2-de]phthalazin-3(7H)-one FC=1C=C2C=3C(=NNC(C3C1)=O)C(C(N2)C2=CC=C(C=C2)F)N2C(SCC2=O)=O